C(C)NCC(C(=O)OCC)(F)F ethyl 3-(ethylamino)-2,2-difluoropropanoate